3-((S)-2,3-dihydro-1H-inden-1-yl)urea [C@@H]1(CCC2=CC=CC=C12)NC(N)=O